N-((1r,4r)-4-((3-(2-(1H-pyrazol-4-yl)pyridin-4-yl)-2-oxo-2,3-dihydro-1H-benzo[d]imidazol-1-yl)methyl)cyclohexyl)-5-chloro-2-methylnicotinamide N1N=CC(=C1)C1=NC=CC(=C1)N1C(N(C2=C1C=CC=C2)CC2CCC(CC2)NC(C2=C(N=CC(=C2)Cl)C)=O)=O